2-(pyrrolidin-1-yl)ethanone N1(CCCC1)CC=O